COCCN1C=CN2N=CC(=C21)C(=O)N2CC1(C2)CC(C1)NC (1-(2-methoxyethyl)-1H-imidazo[1,2-b]pyrazol-7-yl)(6-(methylamino)-2-azaspiro[3.3]heptan-2-yl)methanone